BrC1=C(SC=C1)C=1SC=CC1Br 3,3'-dibromobithiophene